ClC=1C(=C(C(=CC1)OC)C1=CC(=NC=C1C(=O)NC=1SC(=NN1)OCCNS(=O)(=O)C)C)F 4-(3-Chloro-2-fluoro-6-methoxyphenyl)-6-methyl-N-(5-(2-(methylsulfonamido)ethoxy)-1,3,4-thiadiazol-2-yl)nicotinamide